N1(CCNCC1)C(C)C1CCN(CC1)C(=O)OC(C)(C)C tert-butyl 4-(1-(piperazin-1-yl)ethyl)piperidine-1-carboxylate